1-(5-(4-((2,4-dimethoxybenzyl)amino)-7-(piperidin-4-yl)-7H-pyrrolo[2,3-d]pyrimidin-5-yl)imidazo[1,2-a]pyridin-8-yl)-3-(3-(1-(trifluoromethyl)cyclopropyl)isoxazol-5-yl)urea COC1=C(CNC=2C3=C(N=CN2)N(C=C3C3=CC=C(C=2N3C=CN2)NC(=O)NC2=CC(=NO2)C2(CC2)C(F)(F)F)C2CCNCC2)C=CC(=C1)OC